6-chloro-2-(2,6-difluoro-3,5-dimethoxyphenyl)-1,2-dihydro-2,7-naphthyridin-3(4H)-one ClC=1C=C2CC(N(CC2=CN1)C1=C(C(=CC(=C1F)OC)OC)F)=O